O=C1NC2=C(N1C#N)C=CC=C2 2-oxo-benzimidazole-1-carbonitrile